1,2-Dipropylpyridinium acetat C(C)(=O)[O-].C(CC)[N+]1=C(C=CC=C1)CCC